ethyl 2-(3-bromo-4-fluorophenyl)-2,2-difluoroacetate BrC=1C=C(C=CC1F)C(C(=O)OCC)(F)F